Diethyl (1RS,3aSR,6aSR)-1-benzyl-5-cyclohexyl-4,6-dioxo-1,3a,4,5,6,6a-hexahydropyrrolo[3,4-c]pyrrole-1-phosphonate C(C1=CC=CC=C1)[C@@]1(N=C[C@@H]2[C@H]1C(N(C2=O)C2CCCCC2)=O)P(OCC)(=O)OCC |r|